di(5-amino-pentyl)amine NCCCCCNCCCCCN